NC1=C2N(C(N(C2=NC=N1)[C@H]1C(CN(CC1)C1CCN(CC1)C1CNC1)(F)F)=O)C1=CC=C(C=C1)OC1=CC=CC=C1 6-amino-9-[(4R)-1'-(azetidin-3-yl)-3,3-difluoro-[1,4'-bipiperidin]-4-yl]-7-(4-phenoxyphenyl)purin-8-one